6-[[(2R,3R,4S,5S)-3-(3,4-Difluoro-2-methoxy-phenyl)-4,5-dimethyl-5-(trifluoromethyl)tetrahydrofuran-2-carbonyl]amino]pyridin-2-carboxamid FC=1C(=C(C=CC1F)[C@@H]1[C@@H](O[C@@]([C@H]1C)(C(F)(F)F)C)C(=O)NC1=CC=CC(=N1)C(=O)N)OC